6-(4-Cyclopropyl-6-methoxypyrimidin-5-yl)-2-methyl-1-(4-(5-methyl-3-(trifluoromethyl)-1H-pyrazol-1-yl)benzyl)-1,2-dihydro-3H-pyrazolo[3,4-d]pyrimidin-3-one C1(CC1)C1=NC=NC(=C1C1=NC=C2C(=N1)N(N(C2=O)C)CC2=CC=C(C=C2)N2N=C(C=C2C)C(F)(F)F)OC